C1(CC1)N1N=CC=2C1=NC(=NC2)C(=O)O 1-cyclopropyl-pyrazolo[3,4-d]Pyrimidine-6-carboxylic acid